CN(C)CC1(CC1)NC=1N=C(C2=C(N1)N=C(C=C2C)C)N N2-(1-((dimethylamino)methyl)cyclopropyl)-5,7-dimethylpyrido[2,3-d]pyrimidine-2,4-diamine